8-(1-acetyl-3-piperidinyl)-6-(2-aminophenoxy)-2-[4-(4-methylpiperazin-1-yl)anilino]pyrido[2,3-d]pyrimidin-7-one C(C)(=O)N1CC(CCC1)N1C(C(=CC2=C1N=C(N=C2)NC2=CC=C(C=C2)N2CCN(CC2)C)OC2=C(C=CC=C2)N)=O